[Cl-].[Cl-].C(C)C=1C(C=CC1)([Zr+2](C1C(=CC2=CC=CC=C12)C1=CC(=CC(=C1)C)C)=C)CC Diethyl-methylenecyclopentadienyl-(3,5-dimethylphenylindenyl)zirconium dichloride